C(C)(C)(C)C1=NN=C2N1C(N(C1=C2N=CC(=C1)N1CCNCC1)CC1=CC=C(C=C1)Cl)=O 3-tert-butyl-6-(4-chlorobenzyl)-8-(piperazin-1-yl)pyrido[2,3-e][1,2,4]triazolo[4,3-c]pyrimidin-5(6H)-one